FC(CN1C(C=CC(=C1C1=CC=C(C=C1)OC)N1N=CC(=C1)C)=O)F 1-(2,2-difluoroethyl)-6-(4-methoxyphenyl)-5-(4-methyl-1H-pyrazol-1-yl)pyridine-2(1H)-one